azidofolate N(=[N+]=[N-])C(C(=O)[O-])C[C@@H](C(=O)O)NC(=O)C1=CC=C(NCC2=CN=C3N=C(N)NC(=O)C3=N2)C=C1